N,N'-di-benzyl-1,2-ethanediamine C(C1=CC=CC=C1)NCCNCC1=CC=CC=C1